7-amino-2,3,4,5-tetrahydro-benzo[b][1,4]oxazepine-3-ol NC1=CC2=C(OCC(CN2)O)C=C1